C(C(C)(C)C)(=O)[O-].C(C1=CC=CC=C1)[N+](CC)(C)C N-benzyl-N,N-dimethyl-N-ethylammonium pivalate